O=C1N(CCC12CCN(CC2)C(=O)OC(C)(C)C)C2=CN=C(S2)C(F)(F)F tert-butyl 1-oxo-2-(2-(trifluoromethyl)thiazol-5-yl)-2,8-diazaspiro[4.5]decane-8-carboxylate